(1r,5s,6s)-3-(6-(3-chloro-4-fluorophenylamino)-2-(methylsulfonyl)pyrimidin-4-yl)-3-azabicyclo[3.1.0]hexane-6-amine ClC=1C=C(C=CC1F)NC1=CC(=NC(=N1)S(=O)(=O)C)N1C[C@@H]2C([C@@H]2C1)N